phenyl N-(3-chloro-2,6-difluoro-4-methyl-phenyl)carbamate ClC=1C(=C(C(=CC1C)F)NC(OC1=CC=CC=C1)=O)F